(4-benzoylpiperazin-1-yl)(5,5-dioxido-4H-thieno[3,2-c]thiochromen-2-yl)methanone C(C1=CC=CC=C1)(=O)N1CCN(CC1)C(=O)C1=CC=2CS(C=3C=CC=CC3C2S1)(=O)=O